6-(4,4-difluoro-1-methylcyclohexyl)-5-fluoropyridine-3-carboxylic acid FC1(CCC(CC1)(C)C1=C(C=C(C=N1)C(=O)O)F)F